CC=1C=C2C=C(C(NC2=C(C1)C)=O)CN(C(=O)NC1=CC=C(C=C1)OCC(F)(F)F)CCO 1-((6,8-dimethyl-2-oxo-1,2-dihydroquinolin-3-yl)methyl)-1-(2-hydroxyethyl)-3-(4-(2,2,2-trifluoroethoxy)phenyl)urea